3-(2-Boronoethyl)-2-hydroxy-6-[(1-{[(3R)-pyrrolidin-3-yl]acetyl}azetidin-3-yl)oxy]benzoic acid B(O)(O)CCC=1C(=C(C(=O)O)C(=CC1)OC1CN(C1)C(C[C@@H]1CNCC1)=O)O